COC1=CC=C(C=C1)C(OC[C@H](CO[Si](C1=CC=CC=C1)(C1=CC=CC=C1)C(C)(C)C)N1C2=NC=NC(=C2N=C1)NC(C1=CC=CC=C1)=O)(C1=CC=CC=C1)C1=CC=C(C=C1)OC (R)-N-(9-(1-(bis(4-methoxyphenyl)(phenyl)methoxy)-3-((tert-butyldiphenylsilyl)oxy)propan-2-yl)-9H-purin-6-yl)benzamide